N-phenyl-γ-amino-propyl-trimethoxysilane C1(=CC=CC=C1)NCCC[Si](OC)(OC)OC